C(C)C=1C(=CC=C2C=C(C=C(C12)C1=C(C=2N=C(N=C(C2C=N1)N1C[C@@](CCC1)(O)C)OC[C@]12CCCN2[C@@H](CC1)COC(C)C)F)O)F (R)-1-(7-(8-ethyl-7-fluoro-3-hydroxynaphthalen-1-yl)-8-fluoro-2-(((3S,7aS)-3-(isopropoxymethyl)hexahydro-1H-pyrrolizin-7a-yl)methoxy)pyrido[4,3-d]pyrimidin-4-yl)-3-methylpiperidin-3-ol